methyl (2S)-2-(((2-(3-chlorophenyl)-2,2-difluoro-1-phenyl ethoxy) carbonyl)amino)-4-methylhexanoate ClC=1C=C(C=CC1)C(C(OC(=O)N[C@H](C(=O)OC)CC(CC)C)C1=CC=CC=C1)(F)F